[Ni](Cl)Cl.C1(=CC=CC=C1)P(CCCP(C1=CC=CC=C1)C1=CC=CC=C1)C1=CC=CC=C1 [1,3-bis-(diphenylphosphino)propane] nickel (II) chloride